N-(4-(3-(4-(8-chloro-5,6-dihydro-11H-benzo[5,6]cyclohepta[1,2-b]pyridin-11-ylidene)piperidin-1-yl)-2-hydroxypropoxy)phenyl)-2-(4-fluorophenyl)acetamide ClC=1C=CC2=C(CCC=3C(=NC=CC3)C2=C2CCN(CC2)CC(COC2=CC=C(C=C2)NC(CC2=CC=C(C=C2)F)=O)O)C1